OP1(OCC([C@@H](O1)C1=CC=CC=C1)(C)C)=O (S)-(+)-2-hydroxy-5,5-dimethyl-4-phenyl-1,3,2-dioxaphosphorinane-2-oxide